Methyl (2R,3S,3aR,6aR)-2-(((1-((benzyloxy)carbonyl)piperidin-4-yl)oxy)methyl)-3-(2,2,2-trifluoroacetamido)hexahydrocyclopenta[b]pyrrole-1(2H)-carboxylate C(C1=CC=CC=C1)OC(=O)N1CCC(CC1)OC[C@H]1[C@H]([C@@H]2[C@H](N1C(=O)OC)CCC2)NC(C(F)(F)F)=O